6-Methoxy-3,3-dimethyl-4-(phenylamino)-3,4-dihydroquinolin-2(1H)-one COC=1C=C2C(C(C(NC2=CC1)=O)(C)C)NC1=CC=CC=C1